ClC1=CC=C(C(=N1)C(=O)NS(=O)(=O)C)N[C@H](C)C=1C=C(C=C2C(N(C(=NC12)N1C[C@H](CC1)OC1=CC=NN1C)C)=O)C 6-chloro-3-(((R)-1-(3,6-dimethyl-2-((S)-3-((1-methyl-1H-pyrazol-5-yl)oxy)pyrrolidin-1-yl)-4-oxo-3,4-dihydroquinazolin-8-yl)ethyl)amino)-N-(methylsulfonyl)picolinamide